C1=CC=C2C=CC=C3CC=4C=CC=CC4C1=C23 7H-benzo[de]anthracene